C(C)(C)(C)OC(=O)N(CC#C)C1=C(C(=O)O)C=C(C=C1)P(=O)(C)C ((tert-Butoxycarbonyl)(prop-2-yn-1-yl)amino)-5-(dimethylphosphoryl)benzoic acid